C1(=CC=CC=C1)C1=NC(=NC(=N1)C1=CC=CC=C1)C1=C(C#N)C(=C(C(=C1N1C2=C(C3=CC=CC=C13)C=CN=C2)N2C1=C(C3=CC=CC=C23)C=CN=C1)N1C2=C(C3=CC=CC=C13)C=CN=C2)N2C1=C(C3=CC=CC=C23)C=CN=C1 2-(4,6-diphenyl-1,3,5-triazin-2-yl)-3,4,5,6-tetrakis(9H-pyrido[3,4-b]indol-9-yl)benzonitrile